2-(6-(4-((5-(trifluoromethyl)pyridin-2-yl)oxy)piperidin-1-yl)pyrazin-2-yl)-1,3,4-thiadiazole FC(C=1C=CC(=NC1)OC1CCN(CC1)C1=CN=CC(=N1)C=1SC=NN1)(F)F